P(OC1=C(C(=CC=C1)CC)C(C1=C(C=C(C=C1C)C)C)=O)([O-])[O-] ethyl-2,4,6-trimethylbenzoylphenyl phosphite